C(C)(C)(C)OC(CCCC(N(CC)[C@H](CC1=CC2=C(OCO2)C=C1)C)=O)=O.[Br-].C1(=CC=CC=C1)N1[NH+]=C(N=N1)C1=CC=CC=C1 2,5-diphenyl-tetrazolium bromide tert-Butyl-4-{[(S)-2-(2H-1,3-benzodioxol-5-yl)-1-methyl-ethyl]-N-ethylcarbamoyl}butyrate